Cl.ClC1=CC=2N(C(NC(C2C(=N1)OC[C@H]1NCCC1)=O)=O)C1=CC=CC=C1 (S)-7-chloro-1-phenyl-5-(pyrrolidin-2-ylmethoxy)pyrido[4,3-d]pyrimidine-2,4(1H,3H)-dione hydrochloride